N'-(2-chloroacetyl)-4-(methoxy)benzoyl-hydrazine methyl-6-((((CIS)-4-phenylcyclohexyl)oxy)methyl)-5-(4,4,5,5-tetramethyl-1,3,2-dioxaborolan-2-yl)-3,4-dihydropyridine-1(2H)-carboxylate COC(=O)N1CCCC(=C1CO[C@@H]1CC[C@@H](CC1)C1=CC=CC=C1)B1OC(C(O1)(C)C)(C)C.ClCC(=O)NNC(C1=CC=C(C=C1)OC)=O